C1(=CC=CC=C1)P(=O)I phenylphosphinyl iodide